CC1(CN(CCN1)C=1C=C(C=2N(C1)C(=C(N2)CC)N(C=2SC(=C(N2)C2=CC=C(C=C2)F)C#N)C)C)C 2-{[6-(3,3-Dimethyl-piperazin-1-yl)-2-ethyl-8-methyl-imidazo[1,2-a]pyridin-3-yl]-methyl-amino}-4-(4-fluoro-phenyl)-thiazole-5-carbonitrile